2-benzyl-6-(difluoromethyl)-2-azaspiro[3.3]heptan-6-yl (2R,6S)-2,6-dimethyl-4-[6-(trifluoromethyl)pyridazin-3-yl]piperazine-1-carboxylate C[C@H]1N([C@H](CN(C1)C=1N=NC(=CC1)C(F)(F)F)C)C(=O)OC1(CC2(CN(C2)CC2=CC=CC=C2)C1)C(F)F